ClC1=C(OC=2C=C3C4(CNC3=CC2)C(C4)C)C(=CC(=C1)[N+](=O)[O-])Cl 5'-(2,6-dichloro-4-nitrophenoxy)-2-methyl-spiro[cyclopropane-1,3'-indoline]